octyl-trimethoxysilane C(CCCCCCC)[Si](OC)(OC)OC